COC1=C(C=CC=C1)C1=CC=C2N(CC(NC2=C1)=O)C(C1=CC(=C(C(=C1)OC)OC)OC)=O 7-(2-methoxyphenyl)-4-(3,4,5-trimethoxybenzoyl)-3,4-dihydroquinoxalin-2(1H)-one